5-benzyloxycarbonyl-4,6,7,8-tetrahydrothiazolo[5,4-c]azepine-2-carboxylic acid C(C1=CC=CC=C1)OC(=O)N1CC2=C(CCC1)N=C(S2)C(=O)O